tert-butyl 5-((2-cyclopropyl-4-iodo-5-methylphenyl)amino)-1-methyl-3-oxo-1,3-dihydro-2H-pyrazolo[4,3-b]pyridine-2-carboxylate C1(CC1)C1=C(C=C(C(=C1)I)C)NC1=CC=C2C(=N1)C(N(N2C)C(=O)OC(C)(C)C)=O